tert-butyl 5-methyl-2,5-diazabicyclo[4.1.0]heptane-2-carboxylate CN1CCN(C2CC12)C(=O)OC(C)(C)C